ClC=1C=CC(=C(C=C(C(=O)OCC)C(=O)OCC)C1)F diethyl 2-(5-chloro-2-fluorobenzylidene)malonate